Cl.ClC1=CC=C2C(=CC=NC2=C1)NC1=CC(=C(C=C1)O)CN(CC)CC 4-(7-Chloroquinolin-4-ylamino)-2-(diethylaminomethyl)phenol hydrochloride